6-((5-chloro-2-fluoropyrimidin-4-yl)amino)-4-fluoro-1-(3-hydroxy-3-methylbutyl)-3-methyl-1,3-dihydro-2H-benzo[d]imidazol-2-one ClC=1C(=NC(=NC1)F)NC=1C=C(C2=C(N(C(N2C)=O)CCC(C)(C)O)C1)F